1-(2,2-difluoroethyl)-1H-pyrazol-4-amine FC(CN1N=CC(=C1)N)F